Arginyl-stearate N[C@@H](CCCNC(N)=N)C(=O)OC(CCCCCCCCCCCCCCCCC)=O